6-chloro-N4-[3,5-difluoro-4-[(3-methyl-1H-pyrrolo[2,3-b]pyridin-4-yl)oxy]phenyl]pyrimidine-2,4-diamine ClC1=CC(=NC(=N1)N)NC1=CC(=C(C(=C1)F)OC1=C2C(=NC=C1)NC=C2C)F